2,6-dibromo-3,5-difluoro-4-methoxyphenol BrC1=C(C(=C(C(=C1F)OC)F)Br)O